(2-(chloromethyl)-5-methyloxazol-4-yl)methanol ClCC=1OC(=C(N1)CO)C